N-cyclohexyl-4,5-dimethyl-2-benzothiazolesulfenamide C1(CCCCC1)NSC=1SC2=C(N1)C(=C(C=C2)C)C